2-((((9H-Fluoren-9-yl)methoxy)carbonyl)(methyl)amino)-3-(4-fluorophenyl)propanoic acid C1=CC=CC=2C3=CC=CC=C3C(C12)COC(=O)N(C(C(=O)O)CC1=CC=C(C=C1)F)C